COC1=C(C(=CC(=C1)C1=CN(C(C2=CN=CC=C12)=O)C)OC)CN1CC2(C1)CC(C2)C(=O)O 2-[[2,6-Dimethoxy-4-(2-Methyl-1-Oxo-2,7-Naphthyridin-4-Yl)Phenyl]Methyl]-2-Azaspiro[3.3]Heptane-6-Carboxylic Acid